(S)-1-(4-(2-Benzyl-4-(methylsulfonyl)piperazin-1-yl)phenyl)-5,7-difluoro-1H-benzo[d][1,2,3]triazol-6-ol C(C1=CC=CC=C1)[C@@H]1N(CCN(C1)S(=O)(=O)C)C1=CC=C(C=C1)N1N=NC2=C1C(=C(C(=C2)F)O)F